3-methoxy-1,2,3-benzotriazine CON1NN=C2C(=C1)C=CC=C2